2-(2-biphenylyl)amino-9,9-dimethylfluoren C1(=C(C=CC=C1)NC1=CC=2C(C3=CC=CC=C3C2C=C1)(C)C)C1=CC=CC=C1